Cl.CNC[C@@H]1OCCC2=C(C=CC=C12)C=1N=COC1 (R)-N-methyl-1-(5-(oxazol-4-yl)isochroman-1-yl)methanamine HCl salt